C1CCC12N(CCOC2)CCNC(C2=CN=C(C(=C2)NC2=NN(C=1C=3N(N=CC12)C=C(C3)C=3C=NN(C3)C)C)C)=O N-(2-(8-oxa-5-azaspiro[3.5]nonan-5-yl)ethyl)-6-methyl-5-((1-methyl-8-(1-methyl-1H-pyrazol-4-yl)-1H-pyrazolo[3,4-d]pyrrolo[1,2-b]pyridazin-3-yl)amino)nicotinamide